sodium 2,4,6-trihydroxybenzenesulfonate OC1=C(C(=CC(=C1)O)O)S(=O)(=O)[O-].[Na+]